2-bromo-1-fluoro-5-iodo-3-methyl-benzene BrC1=C(C=C(C=C1C)I)F